1-nonanyloxy-pyrene-3,6,8-trisulfonic acid trisodium salt [Na+].[Na+].[Na+].C(CCCCCCCC)OC1=CC(=C2C=CC=3C(=CC(=C4C=CC1=C2C34)S(=O)(=O)[O-])S(=O)(=O)[O-])S(=O)(=O)[O-]